BrC=1C=2N(C=C3C1OCCN3)C(=CN2)C2=CC=CC=C2 10-bromo-7-phenyl-3,4-dihydro-2H-imidazolo[1',2':1,6]pyrido[4,3-b][1,4]oxazine